2-(3-(3,5-dimethyl-1H-pyrazol-1-yl)benzyl)-7-methoxypyrazolo[1,5-c]quinazolin-5-amine CC1=NN(C(=C1)C)C=1C=C(CC2=NN3C(=NC=4C(=CC=CC4C3=C2)OC)N)C=CC1